CC=1C=C(C=CC1C)S(=O)(=O)N1CCC2(CC(CO2)NC[C@@H](COC=2C=C(C=CC2)S(=O)(=O)NC)O)CC1 3-((2S)-3-(8-(3,4-dimethylphenylsulfonyl)-1-oxa-8-azaspiro[4.5]decan-3-ylamino)-2-hydroxypropoxy)-N-methylbenzenesulfonamide